S1C=C(C=C1)B(O)O 3-thienylboronic acid